[Cu+2].NC1=CC=C(C=C1)S(=O)(=O)NC1=NC(=NC(=C1)OC)OC 4-amino-N-(2,6-dimethoxypyrimidin-4-yl)benzenesulfonamide Copper(II)